3-bromo-5-chloro-N-(thiophen-2-ylmethyl)furo[3,2-b]pyridin-7-amine BrC1=COC=2C1=NC(=CC2NCC=2SC=CC2)Cl